OC=1C=C(C=C(C1)O)CCC1=CC(=CC=C1)O 3,3',5-trihydroxybibenzyl